14,14,15,15,15-pentadeuteropentadecan-1-ol [2H]C(CCCCCCCCCCCCCO)(C([2H])([2H])[2H])[2H]